2-(3-((2R,4S)-4-methyl-2-(4-methyl-4H-1,2,4-triazol-3-yl)oxetan-2-yl)phenyl)-6-(((1-methylcyclobutyl)amino)methyl)-4-(trifluoromethyl)isoindolin-1-one C[C@H]1C[C@](O1)(C1=NN=CN1C)C=1C=C(C=CC1)N1C(C2=CC(=CC(=C2C1)C(F)(F)F)CNC1(CCC1)C)=O